FC=1C=C(C=C(C1)F)[C@@H]1CC[C@H]2OC3(C(N21)=O)CCN(CC3)C(=O)C3=C(C#N)C=CC=C3 2-((5'S,7a'R)-5'-(3,5-difluorophenyl)-3'-oxo-tetrahydro-3'H-spiro[piperidine-4,2'-pyrrolo-[2,1-b]oxazole]-1-carbonyl)benzonitrile